(2S,4R)-1-(L-valyl)-N-((R)-1-(4-(2-chloropyridin-3-yl)phenyl)-2-hydroxyethyl)-4-hydroxypyrrolidine-2-carboxamide N[C@@H](C(C)C)C(=O)N1[C@@H](C[C@H](C1)O)C(=O)N[C@@H](CO)C1=CC=C(C=C1)C=1C(=NC=CC1)Cl